OCC(CC)(CCCC)CO 3,3-dihydroxymethyl-heptane